4-((1H-Pyrazol-4-yl)amino)isoindolin N1N=CC(=C1)NC1=C2CNCC2=CC=C1